B(OCC=CC)([O-])[O-] Crotyl borate